ClC1=NC=C(C(=N1)NC1=C(C=CC=C1)C(F)(F)F)C#N 2-chloro-4-((2-(trifluoromethyl)phenyl)amino)pyrimidine-5-carbonitrile